2-[5-(3-ethoxy-3-oxo-propyl)-2-thienyl]acetic acid C(C)OC(CCC1=CC=C(S1)CC(=O)O)=O